2-(prop-1-en-2-yl)-4H,5H,6H-cyclopenta[b]Thiophene-3-carboxylic acid methyl ester COC(=O)C=1C2=C(SC1C(=C)C)CCC2